C(C)OC(CCN(SN(C(=O)ONCCSC)C)CC1=CC=CC=C1)=O.OC1=C(C=CC(=C1)O)/C=C/C(=O)NCCCNC(\C=C\C=1C=C(C=CC1)C)=O (E)-3-(2,4-dihydroxyphenyl)-N-[3-[(E)-3-(m-tolyl)acrylamido]propyl]acrylamide ethyl-(Z)-N-benzyl-N-([methyl-(methyl-thioethyleneamino-oxycarbonyl)amino]thio)-beta-aminopropionate